3-[3-(difluoromethoxy)phenyl]-1-isopropyl-N-[(3R)-3-methyl-1,1-dioxo-thiolan-3-yl]-2-oxo-imidazo[4,5-b]pyridine-6-carboxamide FC(OC=1C=C(C=CC1)N1C(N(C=2C1=NC=C(C2)C(=O)N[C@]2(CS(CC2)(=O)=O)C)C(C)C)=O)F